NC1=NC(=C2N=CN(C2=N1)[C@H]1[C@H](O)[C@H](O)[C@H](O1)CO)SC 2-amino-6-methylthio-9-(β-D-ribofuranosyl)purine